tert-butyl (2S,5S)-2-[[(1S)-2-methoxy-2-oxo-1-[[(3S)-2-oxopyrrolidin-3-yl]methyl]ethyl]carbamoyl]-6,6-dimethyl-3-azabicyclo[3.1.0]hexane-3-carboxylate COC([C@H](C[C@H]1C(NCC1)=O)NC(=O)[C@@H]1C2C([C@H]2CN1C(=O)OC(C)(C)C)(C)C)=O